NC1=C(C2=C(S1)C(=C(C=C2)Cl)OCC2=CC=C(C=C2)OC)C(=O)NCC=2OC(=CN2)C 2-amino-6-chloro-7-((4-methoxybenzyl)oxy)-N-((5-methyloxazol-2-yl)methyl)benzo[b]thiophene-3-carboxamide